3-Ethylthio-6,8-dimethoxy-1,2,4-triazolo-[4,3-a]pyrazine C(C)SC1=NN=C2N1C=C(N=C2OC)OC